6-Methyl-1H-inden-4-yl dimethylcarbamate CN(C(OC1=C2C=CCC2=CC(=C1)C)=O)C